BrC1=NN=NN1C 5-bromo-1-methyl-1,2,3,4-tetrazole